FC(C)(F)C1=NC(=CC(=N1)NC1=CC(=NC=C1C=1N=NN(C1)CCOC)CC(=O)N)CC (4-((2-(1,1-difluoroethyl)-6-ethylpyrimidin-4-yl)amino)-5-(1-(2-methoxyethyl)-1H-1,2,3-triazol-4-yl)pyridin-2-yl)acetamide